(3S)-2-oxopyrrolidine O=C1NCCC1